(2S,3S)-ethyl 3-((2-(2-chloro-5-trityl-5H-pyrrolo[2,3-b]pyrazin-7-yl)-6-(oxazol-2-yl) pyrimidin-4-yl)amino)bicyclo[2.2.2]octane-2-carboxylate ClC=1N=C2C(=NC1)N(C=C2C2=NC(=CC(=N2)N[C@@H]2[C@H](C1CCC2CC1)C(=O)OCC)C=1OC=CN1)C(C1=CC=CC=C1)(C1=CC=CC=C1)C1=CC=CC=C1